CC1(OB(OC1(C)C)C1=C2C=NN(C2=C(C=C1)N1N=CC=N1)COCC[Si](C)(C)C)C 4-(4,4,5,5-tetramethyl-1,3,2-dioxaborolan-2-yl)-7-(1,2,3-triazol-2-yl)-1-{[2-(trimethylsilyl)-ethoxy]methyl}indazole